FC1(C2=C(N3C1CNCC3)N=CC(=C2)C(F)(F)F)F 5,5-difluoro-3-(trifluoromethyl)-5a,6,8,9-tetrahydropyrido[3',2':4,5]pyrrolo[1,2-a]pyrazin